nickel hexamercaptobenzene SC1=C(C(=C(C(=C1S)S)S)S)S.[Ni]